COC=1C=C(C=C(C1)OC)C#CC1=NNC2=NC=NC(=C21)N2CC1(C2)CN(CC1)C(C=C)=O 3-(3,5-Dimethoxyphenylethynyl)-4-(6-acryloyl-2,6-diazaspiro[3.4]octan-2-yl)-1H-pyrazolo[3,4-d]pyrimidine